rac-N-[(1r,2r)-2-aminocyclopropyl]-1-[2-cyano-4-(trifluoromethyl)phenyl]-4-[6-(1-methyl-1H-pyrrol-2-yl)pyridin-3-yl]piperidine-4-carboxamide N[C@H]1[C@@H](C1)NC(=O)C1(CCN(CC1)C1=C(C=C(C=C1)C(F)(F)F)C#N)C=1C=NC(=CC1)C=1N(C=CC1)C |r|